COC=1C=C(C=CC1OCCCCCCCCCCCCCC)C=CC(C=CC1=CC(=C(C=C1)OCCCCCCCCCCCCCC)OC)=O 1,5-bis(3-methoxy-4-tetradecyloxyphenyl)penta-1,4-dien-3-one